C(C1=CC=CC=C1)N1C(=NC2=C1C=C(C=C2[N+](=O)[O-])C=2C(=NOC2C)C)N2CCCC2 4-(1-benzyl-4-nitro-2-(pyrrolidin-1-yl)-1H-benzo[d]imidazol-6-yl)-3,5-dimethylisoxazole